1-((S)-2-((1R,4aS,4bR,6aR,8R,10aS,10bR,12aS)-8-hydroxy-8-(methoxymethyl)-12a-methyloctadecahydrochrysen-1-yl)propyl)-1H-pyrazole-4-carbonitrile O[C@]1(C[C@H]2CC[C@H]3[C@@H]4CCC[C@@H]([C@]4(CC[C@@H]3[C@H]2CC1)C)[C@@H](CN1N=CC(=C1)C#N)C)COC